ClC1=CNC2=C(C=CC(=C12)Cl)NS(=O)(=O)C=1C=NN(C1)C(CO)C N-(3,4-dichloro-1H-indol-7-yl)-1-(2-hydroxy-1-methyl-ethyl)pyrazole-4-sulfonamide